NC1=NC=2C=C(C(=CC2C2=C1C=NN2C)C(=O)N(C)[C@@H]2COCC1=C2C=CC(=C1)C#N)F 4-amino-N-((4S)-7-cyano-3,4-dihydro-1H-2-benzopyran-4-yl)-7-fluoro-N,1-dimethyl-1H-pyrazolo[4,3-c]quinoline-8-carboxamide